C(C)(C)(C)OC(=O)N(C1=NC(=CC=2N1N=CC2C(=O)OC)OCCCC)C(=O)OC(C)(C)C methyl 7-(bis(tert-butoxycarbonyl)amino)-5-butoxypyrazolo[1,5-c]pyrimidine-3-carboxylate